(5R,8aS)-3-chloro-1-methylthiomethyl-5-methyl-5,6,8a,9-tetrahydro-8H-7,10-dioxa-2,4,4b-triazaphenanthrene ClC=1N=C(C=2OC[C@@H]3COC[C@H](N3C2N1)C)CSC